(E)-N-[(2,5-dimethoxyphenyl)methyl]-3-[1-(2,6-dioxo-3-piperidyl)-3-methyl-2-oxo-benzimidazol-5-yl]prop-2-ene-1-sulfonamide COC1=C(C=C(C=C1)OC)CNS(=O)(=O)C\C=C\C1=CC2=C(N(C(N2C)=O)C2C(NC(CC2)=O)=O)C=C1